7-(4-((6-(methoxymethyl)-5-methylpyridin-3-yl)oxy)piperidin-1-yl)-8-methyl-4H-pyrimido[1,2-b]pyridazin-4-one COCC1=C(C=C(C=N1)OC1CCN(CC1)C=1C(=CC=2N(N1)C(C=CN2)=O)C)C